2-(4-(4-(hydroxymethyl)phenoxy)phenyl)-6-methoxy-4H-chromen-4-one OCC1=CC=C(OC2=CC=C(C=C2)C=2OC3=CC=C(C=C3C(C2)=O)OC)C=C1